tert-butyl N-ethyl-N-[1-[6-fluoro-7-[(7-fluoro-2,3-dimethyl-benzimidazol-5-yl)carbamoyl]-2-methyl-indazol-4-yl]-4-piperidyl]carbamate C(C)N(C(OC(C)(C)C)=O)C1CCN(CC1)C=1C2=CN(N=C2C(=C(C1)F)C(NC1=CC2=C(N=C(N2C)C)C(=C1)F)=O)C